racemic-2-((3-chloro-4-fluorophenyl)((3,5-difluorobenzyl)oxy)methyl)-5-methyl-4-(methylsulfonyl)-1H-imidazole ClC=1C=C(C=CC1F)[C@H](C=1NC(=C(N1)S(=O)(=O)C)C)OCC1=CC(=CC(=C1)F)F |r|